1,1-dioxido-4-bromobenzo[b]thiophene O=S1(C2=C(C=C1)C(=CC=C2)Br)=O